N-(4-((2-amino-3-chloropyridin-4-yl)oxy)-2,5-difluorophenyl)-1-phenyl-5-(trifluoromethyl)-1H-pyrazole-4-carboxamide NC1=NC=CC(=C1Cl)OC1=CC(=C(C=C1F)NC(=O)C=1C=NN(C1C(F)(F)F)C1=CC=CC=C1)F